calcium (3-) trisodium [Na+].[Na+].[Na+].[Ca-3]